ClC1=CC(N(C=C1)C(C)N1N=NC(=C1)C1=NC(=CN=C1)N1CC(CC1)(C)C)=O 4-chloro-1-(1-(4-(6-(3,3-dimethylpyrrolidin-1-yl)pyrazin-2-yl)-1H-1,2,3-triazol-1-yl)ethyl)pyridin-2(1H)-one